FC(C1=C(C(C2=C(C=CC=C2)F)OC2CN(C2)C(=O)NC(C)(C)C)C=CC=C1)(F)F 3-[2-(trifluoromethyl)-2'-fluorobenzhydryloxy]-N-(tert-butyl)azetidine-1-carboxamide